FC(C(CCN)CCN)(F)F 3-trifluoromethylpentane-1,5-diamine